6-(2-methylpyrrolidin-1-yl)-2,3-dihydro-1H-pyrrolo[3,4-c]pyridin-1-one CC1N(CCC1)C1=CC2=C(C=N1)CNC2=O